C(CC)NCC(=O)O (PROPYLAMINO)ACETIC ACID